Tert-butyl (12aR)-8,10-difluoro-9-(2-methoxy-6-methylphenyl)-3,4,12,12a-tetrahydro-6H-pyrazino[2,1-c][1,4]benzoxazepine-2(1H)-carboxylate FC=1C(=C(C2=C(CN3[C@@H](CO2)CN(CC3)C(=O)OC(C)(C)C)C1)F)C1=C(C=CC=C1C)OC